tert-butyl 1-((4-(3-(2-fluorophenyl)-1-methyl-1H-pyrazol-4-yl)-7-methoxypyrido[3,2-d]pyrimidin-6-yl)carbamoyl)-3-azabicyclo[3.1.0]hexane-3-carboxylate FC1=C(C=CC=C1)C1=NN(C=C1C=1C2=C(N=CN1)C=C(C(=N2)NC(=O)C21CN(CC1C2)C(=O)OC(C)(C)C)OC)C